3-(methyl(3,4,5-trifluorobenzyl)amino)-7,8,8a,9-tetrahydropyrrolo[1',2':3,4]imidazo[1,2-c]pyrimidin-1(6H)-one CN(C=1C=C2N(C(N1)=O)CC1N2CCC1)CC1=CC(=C(C(=C1)F)F)F